C1N(CCC2=CC=CC=C12)C[C@H](CN1CC(OC2=C(C1=O)C=CC(=C2)OC2CN(C2)C=O)(C)C)O 3-[[4-[(2R)-3-(3,4-dihydro-1H-isoquinolin-2-yl)-2-hydroxy-propyl]-2,2-dimethyl-5-oxo-3H-1,4-benzoxazepin-8-yl]oxy]azetidine-1-carbaldehyde